6-chloro-4-(3-chloro-2-fluoro-6-methoxyphenyl)nicotinic acid methyl ester COC(C1=CN=C(C=C1C1=C(C(=CC=C1OC)Cl)F)Cl)=O